N-hexadecyl-2-(3,4,5-tri-(t-butylcarbonyloxy)-phenyl)-3,5,7-tri-(t-butylcarbonyloxy)-quinolin-4-one C(CCCCCCCCCCCCCCC)N1C(=C(C(C2=C(C=C(C=C12)OC(=O)C(C)(C)C)OC(=O)C(C)(C)C)=O)OC(=O)C(C)(C)C)C1=CC(=C(C(=C1)OC(=O)C(C)(C)C)OC(=O)C(C)(C)C)OC(=O)C(C)(C)C